2-ethylidene-3-isopropylidene-5-norbornene C(C)=C1C2C=CC(C1=C(C)C)C2